(4-(2-aminopyrimidin-4-yl)-2-methylbenzyl)-2-(tert-butyl)thiazole-5-carboxamide ethyl-2-(3-bromophenyl)-4-oxo-1,4-dihydroquinoline-6-carboxylate C(C)OC(=O)C=1C=C2C(C=C(NC2=CC1)C1=CC(=CC=C1)Br)=O.NC1=NC=CC(=N1)C1=CC(=C(CC=2N=C(SC2C(=O)N)C(C)(C)C)C=C1)C